(S)- and (R)-4-(2-((2-(6-(4-methylpiperazin-1-yl)-1H-indol-3-yl)-2-oxo-1-phenylethyl)amino)ethyl)benzenesulfonamide CN1CCN(CC1)C1=CC=C2C(=CNC2=C1)C([C@H](C1=CC=CC=C1)NCCC1=CC=C(C=C1)S(=O)(=O)N)=O |r|